N-methyl-N-(1-(pyridin-2-yl)ethyl)-3-(4-(trifluoromethyl)phenyl)-4,5,6,7-tetrahydropyrazolo[1,5-a]pyrimidine-6-carboxamide CN(C(=O)C1CNC=2N(C1)N=CC2C2=CC=C(C=C2)C(F)(F)F)C(C)C2=NC=CC=C2